6,6-dimethyl-4-phenyl-2,5-dihydropyridine-1-carboxylic acid tert-butyl ester C(C)(C)(C)OC(=O)N1CC=C(CC1(C)C)C1=CC=CC=C1